C(CCC)NC(NC=1C=C2C(=NC=NC2=CC1OCC)OC1=C(C=C(C=C1)NC(=O)C=1N=CN(C1)C1=CC=C(C=C1)F)F)=O N-(4-((6-(3-butylureido)-7-ethoxyquinazolin-4-yl)oxy)-3-fluorophenyl)-1-(4-fluorophenyl)-1H-imidazole-4-carboxamide